ClC1=CC=2C3=CC=C(C(NS(C=4C(=C(C=C(C(OCCOC2C=C1)=O)C4)Cl)OC)(=O)=O)=C3)F 4,15-dichloro-21-fluoro-16-methoxy-18,18-dioxo-8,11-dioxa-18λ6-thia-19-azatetracyclo[18.3.1.113,17.02,7]pentacosa-1(23),2(7),3,5,13,15,17(25),20(24),21-nonaen-12-one